ClC=1C(=CC=2N(N1)C(=NN2)C(OC)(F)F)C 6-chloro-3-[difluoro(methoxy)methyl]-7-methyl-[1,2,4]triazolo[4,3-b]pyridazine